S1C(=NC2=C1C=CC=C2)C2=CC=C(C=C2)C(C=CC2=NC=CC=C2)=O 1-(4-(2-benzothiazolyl)-phenyl)-3-(2-pyridyl)-2-propen-1-one